OC1=NC=NC2=C1N(C=1C=CC(=CC21)C2CN(CCC2)C(=O)OC(C)(C)C)CC(F)(F)F tert-butyl 3-(4-hydroxy-5-(2,2,2-trifluoroethyl)-5H-pyrimido[5,4-b]indol-8-yl)piperidine-1-carboxylate